(E)-N-(cyclobutylmethyl)-1,1-dideutero-methylamine C1(CCC1)CNC([2H])[2H]